6-(ethoxymethyl)quinoline-4-carboxylic acid methyl ester COC(=O)C1=CC=NC2=CC=C(C=C12)COCC